OC1=C(C(=O)C2=CC=CC=C2)C=CC(=C1)OC 2-hydroxy-4-methyloxy-benzophenone